CN(C)CC1=C(C=CC(=N1)NC=1C=CC(=C2CNC(C12)=O)C1=CN=C2N1C=CC(=C2)F)S(=O)(=O)C 7-((6-((dimethylamino)-methyl)-5-(methylsulfonyl)pyridin-2-yl)amino)-4-(7-fluoroimidazo[1,2-a]pyridin-3-yl)isoindolin-1-one